N=1N=CN2C1C=C(C=C2)C=2C(=C1CCCC1=CC2C)NC(=O)NS(=O)(=O)C2=NN(C=C2)C2CC2 N-((5-([1,2,4]triazolo[4,3-a]pyridin-7-yl)-6-methyl-2,3-dihydro-1H-inden-4-yl)carbamoyl)-1-cyclopropyl-pyrazole-3-sulfonamide